sodium dodecyl aminoacetate NCC(=O)OCCCCCCCCCCCC.[Na]